The molecule is a 2,3-trans-enoyl CoA that results from the formal condensation of the thiol group of coenzyme A with the carboxy group of trans-2-icosenoic acid. It is a trans-2-enoyl-CoA, a long-chain fatty acyl-CoA, an 11,12-saturated fatty acyl-CoA and a monounsaturated fatty acyl-CoA. It is a conjugate acid of a trans-2-icosenoyl-CoA(4-). CCCCCCCCCCCCCCCCC/C=C/C(=O)SCCNC(=O)CCNC(=O)[C@@H](C(C)(C)COP(=O)(O)OP(=O)(O)OC[C@@H]1[C@H]([C@H]([C@@H](O1)N2C=NC3=C(N=CN=C32)N)O)OP(=O)(O)O)O